FC(C=1C=C(C=2C=CN=CC2C1)N)(F)F 7-(trifluoromethyl)isoquinoline-5-amine